ethyl 2-[1-(cyclopropylmethyl)-6-[(1R)-1-(pyrimidin-2-ylamino)ethyl]pyrrolo[2,3-b]pyridin-2-yl]-5-methoxy-3-methyl-imidazo[1,2-a]pyridine-7-carboxylate C1(CC1)CN1C(=CC=2C1=NC(=CC2)[C@@H](C)NC2=NC=CC=N2)C=2N=C1N(C(=CC(=C1)C(=O)OCC)OC)C2C